ClC=1C=C(C=CC1F)[C@@H](CO)NC(=O)C1=CN(C=C1)C1=NC(=NC=C1C)NC1COCC1 N-((S)-1-(3-chloro-4-fluorophenyl)-2-hydroxyethyl)-1-(5-methyl-2-((tetrahydrofuran-3-yl)amino)pyrimidin-4-yl)-1H-pyrrole-3-carboxamide